FC1=C(C(=CC(=C1)OCCCC1CCN(CC1)C1=NC=C(C=N1)COC)F)CC(=O)N1C[C@@H](CC1)CNCC(CO)(CO)O 2-[2,6-difluoro-4-[3-[1-[5-(methoxymethyl)pyrimidin-2-yl]-4-piperidyl]propoxy]phenyl]-1-[(3S)-3-[[[2,3-dihydroxy-2-(hydroxymethyl)propyl]amino]methyl]pyrrolidin-1-yl]ethanone